(6-bromopyridin-2-yl)-4,4,4-trifluorobutan-1-ol BrC1=CC=CC(=N1)C(CCC(F)(F)F)O